6-((2S)-2,5-diamino-4-hydroxypentyl)-11-fluoro-3-methoxy-5,8-dihydrobenzo[5,6]azepino[3,4-b]indol-7(6H)-one hydrochloride salt Cl.N[C@H](CN1C(C=2NC=3C=CC(=CC3C2C2=C(C1)C=C(C=C2)OC)F)=O)CC(CN)O